Cl.F\C(=C/CN)\CS(=O)(=O)C=1C=C(C)C=CC1 (Z)-3-fluoro-4-(m-toluenesulfonyl)but-2-en-1-amine hydrochloride